CN1N=CC(=C1C=1C=CC=NC1)C 5-(1,4-dimethyl-1H-pyrazol-5-yl)pyridine